7'-fluorospiro[cyclopropane-1,1'-isoindoline] FC=1C=CC=C2CNC3(C12)CC3